4-(((2S,6R)-2,6-dimethylmorpholino)methyl)piperidin C[C@@H]1O[C@@H](CN(C1)CC1CCNCC1)C